C(C)C(C(=O)[O-])CCCC.C(C)C(C(=O)[O-])CCCC.C(CCCCCCC)[Sn+2]CCCCCCCC dioctyltin di-(2-ethylhexanoate)